3-(1-tert-Butoxycarbonyl-1,6-diazaspiro[3.3]heptane-6-yl)-2-chloro-5-fluoro-benzoic acid C(C)(C)(C)OC(=O)N1CCC12CN(C2)C=2C(=C(C(=O)O)C=C(C2)F)Cl